3-(7-chloro-5-methoxy-1-oxoisoindolin-2-yl)piperidine-2,6-dione ClC=1C=C(C=C2CN(C(C12)=O)C1C(NC(CC1)=O)=O)OC